C(C)C(C(O)O)(CC(C)CC)CC 2,2,4-triethylpentanediol